(2R,3S)-2-(3-(6-bromo-4-methyl-1H-benzo[d]imidazol-1-yl)propyl)piperidin-3-ol dihydrochloride Cl.Cl.BrC=1C=C(C2=C(N(C=N2)CCC[C@H]2NCCC[C@@H]2O)C1)C